C(C(C)C)OC(C(CC(=O)OCC(C)C)C(C)C)=O isopropylsuccinic acid diisobutyl ester